bis(1,2,2,6,6-pentamethyl-4-piperidinyl)[[3,5-bis(1,1-dimethylethyl)-4-hydroxyphenyl]methyl] Butylmalonate C(CCC)C(C(=O)OC(C1=CC(=C(C(=C1)C(C)(C)C)O)C(C)(C)C)(C1CC(N(C(C1)(C)C)C)(C)C)C1CC(N(C(C1)(C)C)C)(C)C)C(=O)[O-]